3-chloro-N-(3-((1s,3R)-3-methyl-1-(4-methyl-4H-1,2,4-triazol-3-yl)cyclobutyl)phenyl)-7-(((S)-3-methylpiperidin-1-yl)methyl)-1H-pyrrolo[3,2-b]pyridine-5-carboxamide ClC1=CNC=2C1=NC(=CC2CN2C[C@H](CCC2)C)C(=O)NC2=CC(=CC=C2)C2(CC(C2)C)C2=NN=CN2C